C(C1=CC=CC=C1)N1C(N([C@H]2CS[C@@H](CCCCC(O)=O)[C@@H]12)CC1=CC=CC=C1)=O Bisbenzyl-biotin